The molecule is an organic heteropentacyclic guanidine alkaloid isolated from maringe sponge Monanchora sp. It exhibits anti-HIV-1 and anti-HSV-1 activity. It has a role as an anti-HIV-1 agent, an anti-HSV-1 agent and a marine metabolite. It is a member of guanidines, an alkaloid, a carboxylic ester, a spiro compound, an organic heteropentacyclic compound, a primary amino compound and a monocarboxylic acid amide. CC[C@H]1C=CCC[C@]2(O1)C[C@@H]3CC[C@H]4N3C(=N[C@]5([C@H]4C(=O)OCCCCCCCCCCCCCCCCCC(=O)N(CCCC(=O)N)CCCN)CCC[C@H](O5)C)N2